C1(=CC=CC2=CC=CC=C12)S(=O)(=O)O.FC1=CC=C(C(=O)C=2C=C3C(=CN(C3=CC2)NC)C=2CCN(CC2)CCCCC)C=C1 5-(4-fluorobenzoyl)-N-methylamino-3-(1-pentyl-1,2,3,6-tetrahydropyridin-4-yl)-1H-indole naphthalene-1-sulfonate